C(C)(C)(C)OC(=O)N1CC(C(CC1)C1=C(C=C(C(=C1)OC1CC1)[N+](=O)[O-])C)O 1-t-butyloxycarbonyl-4-(5-cyclopropoxy-2-methyl-4-nitrophenyl)-3-hydroxypiperidine